CONC(=O)C=1C=NNC1 N-methoxy-1h-pyrazole-4-carboxamide